C(C1=CC=CC=C1)OC(=O)N[C@H](C(=O)O)CC1=CNC2=NC=CC=C21 (S)-2-(((benzyloxy)carbonyl)amino)-3-(1H-pyrrolo[2,3-b]pyridin-3-yl)propanoic acid